CN([C@@H](CC1=CC(=C(C(=O)N)C=C1)F)CNC(C[C@@H](C1(CC1)C(F)(F)F)C1=CN=C(S1)C)=O)C 4-((S)-2-(dimethylamino)-3-((S)-3-(2-methylthiazol-5-yl)-3-(1-(trifluoromethyl)cyclopropyl)propanamido)propyl)-2-fluorobenzamide